CN(C(C(=O)N[C@H](C(=O)N(C)[C@H]([C@@H](CC(=O)O)OC)[C@H](CC)C)C(C)(C)C)(C)C)C (3R,4S,5S)-4-((S)-2-(2-(Dimethylamino)-2-methylpropanamido)-N,3,3-trimethylbutanamido)-3-methoxy-5-methylheptanoic acid